3-((S)-3-((R)-8-(7-amino-1,8-naphthyridin-3-ylsulfonyl)-1-oxa-8-azaspiro[4.5]decan-3-ylamino)-2-hydroxypropoxy)-N-methylbenzenesulfonamide NC1=CC=C2C=C(C=NC2=N1)S(=O)(=O)N1CCC2(C[C@H](CO2)NC[C@@H](COC=2C=C(C=CC2)S(=O)(=O)NC)O)CC1